FC(C(=O)O)(F)F.N[C@@H](C(C)C)C(=O)N1[C@@H]([C@H]2C([C@H]2C1)(C)C)C(=O)OC methyl (1R,2S,5S)-3-(L-valyl)-6,6-dimethyl-3-azabicyclo[3.1.0]hexane-2-carboxylate trifluoroacetate